N[C@@H](C)C(=O)OC1=C(C=C(C=C1C=O)C1=NC(=NS1)C1=CC=C(C=C1)N1CCCC1)F 2-fluoro-6-formyl-4-(3-(4-(pyrrolidin-1-yl)phenyl)-1,2,4-thiadiazol-5-yl)phenyl L-alaninate